(S or R)-2-(3-methyl-5-(2-(((R)-phenyl((R)-1,2,3,4-tetrahydropyrido[2,3-b]pyrazin-3-yl)methyl)amino)ethyl)phenyl)propanoic acid CC=1C=C(C=C(C1)CCN[C@@H]([C@H]1CNC2=C(N1)N=CC=C2)C2=CC=CC=C2)[C@@H](C(=O)O)C |o1:27|